NC1=NC(=C(C=C1C=1C=C2CCNC(C2=CC1)=O)C1=CC=C(C=C1)OC1C[C@H](N[C@H](C1)C)C)F 6-(2-amino-5-(4-(((2R,4S,6S)-2,6-dimethylpiperidin-4-yl)oxy)phenyl)-6-fluoropyridin-3-yl)-3,4-dihydroisoquinolin-1(2H)-one